(2S,4S,6S)-4-(5-chloropyridin-2-yl)-2-methyl-6-(1-methyl-1H-1,2,3-triazol-4-yl)piperidine-4-carbonitrile ClC=1C=CC(=NC1)[C@@]1(C[C@@H](N[C@@H](C1)C=1N=NN(C1)C)C)C#N